3-[2-chloro-6-cyano-4-[1-[4-[[2-(methanesulfonamido)pyrimidin-4-yl]methoxy]phenyl]-1-methyl-ethyl]phenoxy]-N-[2-(2,6-dioxo-3-piperidyl)-1,3-dioxo-isoindolin-5-yl]propanamide ClC1=C(OCCC(=O)NC=2C=C3C(N(C(C3=CC2)=O)C2C(NC(CC2)=O)=O)=O)C(=CC(=C1)C(C)(C)C1=CC=C(C=C1)OCC1=NC(=NC=C1)NS(=O)(=O)C)C#N